1-methyl-1H-pyrrole-2-sulfonamide CN1C(=CC=C1)S(=O)(=O)N